octyl 4,6-dibromo-3-fluorothieno[3,4-b]thiophene-2-carboxylate BrC=1SC(=C2SC(=C(C21)F)C(=O)OCCCCCCCC)Br